O=C1NC(CCC1N1C(C2=CC=C(C=C2C1)CN[C@@H]1[C@H](CCC1)NC(OC(C)(C)C)=O)=O)=O tert-butyl ((1S,2S)-2-(((2-(2,6-dioxopiperidin-3-yl)-1-oxoisoindolin-5-yl)methyl)amino) cyclopentyl)carbamate